N1(CCC1)CC1(CC1)NC([C@@H](C1=CC=CC=C1)OC)=O (R)-N-(1-(azetidin-1-ylmethyl)cyclopropyl)-2-methoxy-2-phenylacetamide